6-(2-Bromo-6-chlorophenyl)-3-(isoquinolin-4-yl)thieno[3,2-d]pyrimidine-2,4(1H,3H)-dione BrC1=C(C(=CC=C1)Cl)C1=CC=2NC(N(C(C2S1)=O)C1=CN=CC2=CC=CC=C12)=O